2-phenylaminopyrimidine C1(=CC=CC=C1)NC1=NC=CC=N1